N-(tert-butoxycarbonyl)-1-methyl-D-tryptophan C(C)(C)(C)OC(=O)N[C@H](CC1=CN(C2=CC=CC=C12)C)C(=O)O